C(C=C)OC(C(CCN1OC[C@@H]2[C@H]1C(CN2C(=O)OC(C)(C)C)(F)F)(C)OC)=O |o1:11,12| tert-butyl (3aS*,6aS*)-1-(4-(allyloxy)-3-methoxy-3-methyl-4-oxobutyl)-6,6-difluorohexahydro-4H-pyrrolo[3,2-c]isoxazole-4-carboxylate